tert-butyl N-(tert-butoxycarbonyl)-N-(3-fluoro-4-[4-oxo-1H,5H,6H,7H-pyrrolo[3,2-c]pyridin-2-yl]pyridin-2-yl)carbamate C(C)(C)(C)OC(=O)N(C(OC(C)(C)C)=O)C1=NC=CC(=C1F)C1=CC=2C(NCCC2N1)=O